C(=O)C1=CC(=C(C=C1)OC(C(C)C)=O)OC (4-formyl-2-methoxyphenyl)-2-methylpropanoate